N1,N1,N2-Tri((9Z,12Z)-octadeca-9,12-dien-1-yl)-N2-(2-(piperazin-1-yl)ethyl)ethane-1,2-diamine C(CCCCCCC\C=C/C\C=C/CCCCC)N(CCN(CCN1CCNCC1)CCCCCCCC\C=C/C\C=C/CCCCC)CCCCCCCC\C=C/C\C=C/CCCCC